(R)-2-(dimethylamino)-1-(4-(2-(4-isopropyl-5-(8-methoxy-[1,2,4]triazolo[1,5-a]pyridin-6-yl)-1H-pyrazol-3-yl)thiazol-5-yl)-3-methylpiperazin-1-yl)ethan-1-one CN(CC(=O)N1C[C@H](N(CC1)C1=CN=C(S1)C1=NNC(=C1C(C)C)C=1C=C(C=2N(C1)N=CN2)OC)C)C